butyl 2-(5-(2-chloro-6-cyano-4-(1-methyl-1-(4-((2-methylsulfonylpyrimidin-4-yl)methoxy)phenyl)ethyl) phenoxy)pentoxy)acetate ClC1=C(OCCCCCOCC(=O)OCCCC)C(=CC(=C1)C(C)(C1=CC=C(C=C1)OCC1=NC(=NC=C1)S(=O)(=O)C)C)C#N